2'-deoxy-5-(3-trifluoromethylphenyl)uridine FC(C=1C=C(C=CC1)C=1C(NC(N([C@H]2C[C@H](O)[C@@H](CO)O2)C1)=O)=O)(F)F